CC1=C(C=NC=2OCCNC21)C=2C1=C(N=C(N2)NC2=CC=C(C=C2)N2CCC(CC2)OC(F)(F)F)CNCC1 (8-methyl-2,3-dihydro-1H-pyrido[2,3-b][1,4]oxazin-7-yl)-N-(4-(4-(trifluoromethoxy)piperidin-1-yl)phenyl)-5,6,7,8-tetrahydropyrido[3,4-d]pyrimidin-2-amine